ClC1=CC=C(C=C1)C=1C=C(C(=O)NC(C)(CC)C)C=C(C1)I 3-(4-chlorophenyl)-5-iodo-N-(2-methylbut-2-yl)-benzamide